2,2-Bis(4-aminophenyl)hexafluoropropane NC1=CC=C(C=C1)C(C(F)(F)F)(C(F)(F)F)C1=CC=C(C=C1)N